N-((2-Chloro-9-(4-(1-methyl-4-(trifluoromethyl)-1H-imidazol-2-yl)benzyl)-9H-purin-8-yl)methyl)formamide ClC1=NC=C2N=C(N(C2=N1)CC1=CC=C(C=C1)C=1N(C=C(N1)C(F)(F)F)C)CNC=O